(dimethylfluorenyl)(dibenzothiophenyl)(spirobifluorenyl)amine CC=1C(=C(C=2CC3=CC=CC=C3C2C1)N(C=1C2(C3=CC4=CC=CC=C4C3=CC1)C=CC=C1C3=CC=CC=C3C=C12)C1=CC=CC=2SC3=C(C21)C=CC=C3)C